(Z)-4-bromo-5-(bromomethylene)-2(5H)-furanone BrC/1=CC(O\C1=C/Br)=O